(4-Bromo-3-chloro-2,5-difluorophenyl)methanol BrC1=C(C(=C(C=C1F)CO)F)Cl